(1R,3S,5R)-2-(2-(4-amino-6-hydroxy-9H-pyrimido[4,5-b]indol-9-yl)acetyl)-N-(6-bromopyridin-2-yl)-2-azabicyclo[3.1.0]hexane-3-carboxamide NC1=NC=NC=2N(C3=CC=C(C=C3C21)O)CC(=O)N2[C@@H]1C[C@@H]1C[C@H]2C(=O)NC2=NC(=CC=C2)Br